N-(1,1,3-trimethyl-2,3-dihydro-1H-inden-4-yl)benzamide CC1(CC(C2=C(C=CC=C12)NC(C1=CC=CC=C1)=O)C)C